BrC1=CC=CC(=N1)NC(=O)[C@H]1N(CC(C1)(C)C)C(=O)OC(C)(C)C (S)-tert-butyl 2-((6-bromopyridin-2-yl) carbamoyl)-4,4-dimethylpyrrolidine-1-carboxylate